N1-(1-(2-(difluoromethoxy)-5-(methylthio)phenyl)-6-(pyrazolo[1,5-a]pyrimidin-3-yl)-1H-pyrazolo[4,3-c]pyridin-3-yl)-N3,N3-dimethylpropane-1,3-diamine FC(OC1=C(C=C(C=C1)SC)N1N=C(C=2C=NC(=CC21)C=2C=NN1C2N=CC=C1)NCCCN(C)C)F